biphenyl 4-[4-(8-hydroxy-octyloxy)benzoyl]cinnamate OCCCCCCCCOC1=CC=C(C(=O)C2=CC=C(C=CC(=O)O)C=C2)C=C1.C1(=CC=CC=C1)C1=CC=CC=C1